ClC=1C=C(C=CC1F)NC1=NC=NC2=CC(=C(C=C12)NC(C=CCCCN1CCCCC1)=O)NC 6-Piperidin-1-yl-hex-2-enoic acid [4-(3-chloro-4-fluoro-phenylamino)-7-methylamino-quinazolin-6-yl]-amide